CN1C([C@H](OC(N2CCC3(OC(NC=4N=CC(/C=C/COCCCCC1)=CC34)=O)CC2)=O)CC=2C=C3C=NNC3=C(C2)C)=O (7R,17E)-9-methyl-7-[(7-methyl-1H-indazol-5-yl)methyl]-6,15,25-trioxa-4,9,21,23-tetrazatetracyclo[17.6.2.21,4.022,26]nonacosa-17,19(27),20,22(26)-tetraene-5,8,24-trione